CC1(OC2=CC(=CC=C2C=C1)C1=CC=NC=C1)C 2,2-dimethyl-7-(pyridin-4-yl)-2H-chromen